FC=1C=C(C=C(C1)F)[C@@H]1CC[C@H]2OC3(C(N21)=O)CCN(CC3)C(=O)C3=NN2C(CCCC2)=C3 (5'S,7a'R)-5'-(3,5-difluoro-phenyl)-1-(4,5,6,7-tetra-hydropyrazolo[1,5-a]-pyridine-2-carbonyl)tetra-hydro-3'H-spiro[piperidine-4,2'-pyrrolo[2,1-b]oxazol]-3'-one